Cyclohexyl ((((R)-1-(cyclohexyloxy)-1-oxopropan-2-yl)amino)(perfluorophenoxy)phosphoryl)-L-alaninate C1(CCCCC1)OC([C@@H](C)NP(=O)(OC1=C(C(=C(C(=C1F)F)F)F)F)N[C@@H](C)C(=O)OC1CCCCC1)=O